(2-(tert-Butyl)-1H-benzo[d]imidazol-1-yl)(cyclohexyl)methanone C(C)(C)(C)C1=NC2=C(N1C(=O)C1CCCCC1)C=CC=C2